(R)-2-(5-fluoro-2-(4-(2-methylpiperidin-1-yl)-3-(1-(2,2,2-trifluoroethyl)-1H-indazole-3-carboxamido)benzamido)phenyl)acetic acid FC=1C=CC(=C(C1)CC(=O)O)NC(C1=CC(=C(C=C1)N1[C@@H](CCCC1)C)NC(=O)C1=NN(C2=CC=CC=C12)CC(F)(F)F)=O